CN1CCC12CN(CC2)C2=CC=CC(=N2)N 6-(1-methyl-1,6-diazaspiro[3.4]octan-6-yl)pyridin-2-amine